6-((5-(((2-((3r,5r,7r)-adamantan-1-yl)ethoxy)carbonyl)oxy)pentyl)(2-hydroxyethyl)amino)hexyl 4,4-bis(((Z)-oct-5-en-1-yl)oxy)butanoate C(CCC\C=C/CC)OC(CCC(=O)OCCCCCCN(CCO)CCCCCOC(=O)OCCC12CC3CC(CC(C1)C3)C2)OCCCC\C=C/CC